tert-Butyl-(2S)-2-[4-bromo-2-(4-butoxy-4,5-dihydroisoxazol-3-yl)phenoxy]propanoat C(C)(C)(C)OC([C@H](C)OC1=C(C=C(C=C1)Br)C1=NOCC1OCCCC)=O